(3S,4S)-8-(5-((2-chloro-3-(1-ethyl-1H-pyrazole-3-yl)phenyl)mercapto)pyrimidine-2-yl)-3-methyl-2-oxa-8-azaspiro[4.5]decane-4-amine ClC1=C(C=CC=C1C1=NN(C=C1)CC)SC=1C=NC(=NC1)N1CCC2([C@@H]([C@@H](OC2)C)N)CC1